(1-adamantyl)-5-(4-piperidyl)-1,3,4-oxadiazole C12(CC3CC(CC(C1)C3)C2)C=2OC(=NN2)C2CCNCC2